1-trimethylsilyl-4-(3-(triethoxysilyl)propyl)piperazine tert-butyl-4-(aminomethyl)-2-azabicyclo[2.1.1]hexane-2-carboxylate C(C)(C)(C)OC(=O)N1C2CC(C1)(C2)CN.C[Si](N2CCN(CC2)CCC[Si](OCC)(OCC)OCC)(C)C